2,2'-(1,4-Phenylene)-bis-(1H-benzimidazole-4,6-disulfonic acid), monosodium salt [Na+].C1(=CC=C(C=C1)C1=NC2=C(N1)C=C(C=C2S(=O)(=O)O)S(=O)(=O)O)C2=NC1=C(N2)C=C(C=C1S(=O)(=O)[O-])S(=O)(=O)O